3-((1R,2S)-2-hydroxycyclohexyl)-8-(pyridin-3-yl)-6-(4-(trifluoromethyl)phenyl)pyrido[3,4-d]pyrimidin-4(3H)-one O[C@@H]1[C@@H](CCCC1)N1C=NC2=C(C1=O)C=C(N=C2C=2C=NC=CC2)C2=CC=C(C=C2)C(F)(F)F